BrC=1C(N(C(=CC1OCC1=C(C=C(C=C1)F)F)C)CC1CC1)=O 3-bromo-1-(cyclopropylmethyl)-4-[(2,4-difluorobenzyl)oxy]-6-methylpyridin-2(1H)-one